C1(=CC=CC2=CC=CC=C12)C(C)NC(CCC1=CC(=CC=C1)C(F)(F)F)=O N-(1-(naphthalen-1-yl)ethyl)-3-(3-(trifluoromethyl)phenyl)propanamide